CC(C)(C(=N)N)N=NC(C)(C)C(=N)N.Cl 2,2'-azobis(isobutyramidine hydrochloride)